6-(2-fluoro-4-(1-methyl-1H-pyrazol-3-yl)benzyl)-N-((3R,4S)-3-hydroxytetrahydro-2H-pyran-4-yl)-5-oxo-5,6-dihydroimidazo[1,2-c]pyrimidine-8-carboxamide FC1=C(CN2C(N3C(C(=C2)C(=O)N[C@@H]2[C@H](COCC2)O)=NC=C3)=O)C=CC(=C1)C1=NN(C=C1)C